(1S,3S)-3-((5-(5-(((Cyclopentyl(methyl)carbamoyl)oxy)methyl)-1-methyl-1H-pyrazol-4-yl)pyrazin-2-yl)oxy)cyclohexan C1(CCCC1)N(C(=O)OCC1=C(C=NN1C)C=1N=CC(=NC1)OC1CCCCC1)C